N[C@@H](C1=C(C=C(C(=C1)Cl)Cl)O)C1CCN(CC1)C1=NOC(=N1)N 2-[(R)-amino[1-(5-amino-1,2,4-oxadiazol-3-yl)piperidin-4-yl]methyl]-4,5-dichlorophenol